N[C@@H]1C[C@@H](C[C@@H](C1)NC(=O)OCC1=CC=CC=C1)C(=O)OC Methyl (1S,3R,5S)-3-amino-5-{[(benzyloxy)carbonyl]amino}cyclohexane-1-carboxylate